N1=C(N=CC=C1)C(C)=O Pyrimidin-2-yl-ethanone